[(3R,4R,5R)-4,5,6-tris[3-(1H-indol-3-yl)propanoyloxy]tetrahydropyran-3-yl]-3-(1H-indol-3-yl)propanoate N1C=C(C2=CC=CC=C12)CCC(=O)O[C@@H]1[C@@H](COC([C@@H]1OC(CCC1=CNC2=CC=CC=C12)=O)OC(CCC1=CNC2=CC=CC=C12)=O)OC(CCC1=CNC2=CC=CC=C12)=O